3,5'-difluoro-2'-methyl-5-(4,4,5,5-tetramethyl-1,3,2-dioxaborolan-2-yl)-2,3'-bipyridine FC=1C(=NC=C(C1)B1OC(C(O1)(C)C)(C)C)C=1C(=NC=C(C1)F)C